N-cyclopropyl-2-(difluoromethoxy)-4-[7-[1-hydroxy-1-methyl-2-(1,2,4-triazol-1-yl)ethyl]imidazo[1,2-a]pyridin-3-yl]-6-methoxybenzamide C1(CC1)NC(C1=C(C=C(C=C1OC)C1=CN=C2N1C=CC(=C2)C(CN2N=CN=C2)(C)O)OC(F)F)=O